C(C)(C)(C)OC(=O)N1C(CC(C1)O)C1=C(C=CC(=C1)F)OC 2-(5-fluoro-2-methoxyphenyl)-4-hydroxypyrrolidine-1-carboxylic acid tert-butyl ester